N-[3-[[1-(2-cyanophenyl)-4-piperidinyl]methyl]-2-ethyl-4-oxo-quinazolin-6-yl]benzamide zirconium titanium copper niobium cobalt [Co].[Nb].[Cu].[Ti].[Zr].C(#N)C1=C(C=CC=C1)N1CCC(CC1)CN1C(=NC2=CC=C(C=C2C1=O)NC(C1=CC=CC=C1)=O)CC